CC1(CC(C1)CC(CO)NC(OC(C)(C)C)=O)C tert-Butyl N-[1-[(3,3-dimethylcyclobutyl)methyl]-2-hydroxy-ethyl]carbamate